N-(2-Cyclopropylethyl)-7-(isopropylamino)-2-(pyridin-3-yl)thiazolo[5,4-b]pyridin-6-carboxamid C1(CC1)CCNC(=O)C=1C(=C2C(=NC1)SC(=N2)C=2C=NC=CC2)NC(C)C